C(=O)(O)CN(C)C(NC)=NSC[C@H](C(=O)O)NC(C)=O (2S)-3-{[{[(carboxymethyl)(methyl)amino](methylamino)methylidene}amino]sulfanyl}-2-acetamidopropanoic acid